9-n-butoxycarbonyltetracyclo[6.2.1.13,6.02,7]Dodeca-4-ene C(CCC)OC(=O)C1C2C3C4C=CC(C3C(C1)C2)C4